isopropyl 2-[1-(3,6-dimethyl-2-morpholino-4-oxo-quinazolin-8-yl)ethylamino]benzoate CN1C(=NC2=C(C=C(C=C2C1=O)C)C(C)NC1=C(C(=O)OC(C)C)C=CC=C1)N1CCOCC1